FC1=C(C=CC=C1)F (E)-1,2-difluorobenzene